ClC=1C(=C2C=NNC2=CC1C)C1=C(C=2N=C(N=C(C2C(=N1)OC)N(C)C)OC[C@]12[C@H](NCCC1)CCC2)F 7-(5-chloro-6-methyl-1H-indazol-4-yl)-8-fluoro-5-methoxy-N,N-dimethyl-2-(((4aS,7aR)-octahydro-4aH-cyclopenta[b]pyridin-4a-yl)methoxy)pyrido[4,3-d]pyrimidin-4-amine